2-(4-(6-(4-chloro-2-fluorobenzyloxy)pyridin-2-yl)-2,6-difluorobenzyl)-1-((tetrahydrofuran-2-yl)methyl)-1H-benzo[d]imidazole-6-carboxylic acid ClC1=CC(=C(COC2=CC=CC(=N2)C2=CC(=C(CC3=NC4=C(N3CC3OCCC3)C=C(C=C4)C(=O)O)C(=C2)F)F)C=C1)F